C1(CC1)C(=O)C=1C=NC(=CC1N1C[C@H](CCC1)O)NC1=NC(=NC=C1)C1=CC(=CC=C1)O (S)-cyclopropyl(6-((2-(3-hydroxyphenyl)pyrimidin-4-yl)amino)-4-(3-hydroxypiperidin-1-yl)pyridin-3-yl)methanone